(2R,5S)-4-(8-cyanoquinolin-5-yl)-N-(6-(4-(4-(2-(2,6-dioxopiperidin-3-yl)-1,3-dioxoisoindolin-5-yl)piperazin-1-yl)butoxy)pyridin-3-yl)-2,5-dimethylpiperazine-1-carboxamide C(#N)C=1C=CC(=C2C=CC=NC12)N1C[C@H](N(C[C@@H]1C)C(=O)NC=1C=NC(=CC1)OCCCCN1CCN(CC1)C=1C=C2C(N(C(C2=CC1)=O)C1C(NC(CC1)=O)=O)=O)C